The molecule is a methyl ketone that is nonane in which the methylene hydrogens at position 2 are replaced by an oxo group. It has a role as a plant metabolite. It derives from a hydride of a nonane. CCCCCCCC(=O)C